C[N+]=1N(C=CC1)C 1,2-dimethyl-pyrazolium